C1(CCCC1)C=1C(=C2CCCC2=CC1)NC(=O)NS(=O)(=O)C1=CC=2CN3CCC(C2O1)CC3 N-((5-cyclopentyl-2,3-dihydro-1H-inden-4-yl)carbamoyl)-4,6,7,8-tetrahydro-5,8-ethanofuro[3,2-c]azepine-2-sulfonamide